4-propoxymandelic acid 4-hydroxyphenyl-propanoate OC1=CC=C(C=C1)OC(CC)=O.C(CC)OC1=CC=C(C(C(=O)O)O)C=C1